C(C1=CC=CC=C1)OC(=O)N1[C@@H](C[C@H](CC1)C1CC1)C1=CC(=C(C=C1)C(=O)OC)F (2S,4S)-4-cyclopropyl-2-(3-fluoro-4-(methoxycarbonyl)phenyl)piperidine-1-carboxylic acid benzyl ester